N[C@@H](CCCCN)C(=O)N[C@@H](CC[Se]C)C(=O)N[C@@H]([C@@H](C)CC)C(=O)O Lysylselenomethionyl-isoleucine